C(C)(=O)C1=CC(=C(OCC2=C(C=C(C=C2)C2C=3C(NC(C2)=O)=NNC3)OC)C=C1)C(F)(F)F 4-(4-{[4-acetyl-2-(trifluoromethyl)phenoxy]methyl}-3-methoxyphenyl)-2H,4H,5H,6H,7H-pyrazolo[3,4-b]pyridin-6-one